N-ethyllysine C(C)N[C@@H](CCCCN)C(=O)O